BrCC1=CC=C(C=C1)S(=O)(=O)N1CCN(CCC1)C(=O)OC(C)(C)C tert-butyl 4-((4-(bromomethyl)phenyl)sulfonyl)-1,4-diazepane-1-carboxylate